2-methoxybenzoic acid sodium salt [Na+].COC1=C(C(=O)[O-])C=CC=C1